3-(5-((5-((4'-chloro-[1,1'-biphenyl]-2-yl)methyl)-2,5-diazabicyclo[2.2.2]octan-2-yl)methyl)-1-oxoisoindolin-2-yl)piperidine-2,6-dione ClC1=CC=C(C=C1)C1=C(C=CC=C1)CN1C2CN(C(C1)CC2)CC=2C=C1CN(C(C1=CC2)=O)C2C(NC(CC2)=O)=O